(2R)-2-[(2-amino-5-tert-butoxycarbonyl-anilino)methyl]azetidine-1-carboxylic acid tert-butyl ester C(C)(C)(C)OC(=O)N1[C@H](CC1)CNC1=C(C=CC(=C1)C(=O)OC(C)(C)C)N